4'-bromobiphenyl-3-amine BrC1=CC=C(C=C1)C1=CC(=CC=C1)N